1-Propyl-4-butylpiperidinium methansulfonat CS(=O)(=O)[O-].C(CC)[NH+]1CCC(CC1)CCCC